COC1=C(C=C(C=C1)C=1C=NN(C1)C1COC1)S(=O)(=O)NC=1C=NC=2CCNC(C2C1)=O 2-methoxy-5-(1-(oxetan-3-yl)-1H-pyrazol-4-yl)-N-(5-oxo-5,6,7,8-tetrahydro-1,6-naphthyridin-3-yl)benzenesulfonamide